FC1=C(C=C(CC2=NNC(C3=CC=CC=C23)=O)C=C1)C(=O)N1CCN(CC1)C1=CC=C(C=C1)NC1=NC=C2C(=N1)N(N(C2=O)C2=NC=CC=C2)C 4-{4-fluoro-3-[(4-{4-[(1-methyl-3-oxo-2-pyridin-2-yl-2,3-dihydro-1H-pyrazolo[3,4-d]pyrimidin-6-yl)amino]phenyl}piperazin-1-yl)carbonyl]benzyl}phthalazin-1(2H)-one